3-amino-N-[(6S)-2-[(5R,9R)-9-amino-2-oxa-7-azaspiro[4.4]nonan-7-yl]-5,6,7,8-tetrahydroquinolin-6-yl]-6-methylthieno[2,3-b]pyridine-2-carboxamide NC1=C(SC2=NC(=CC=C21)C)C(=O)N[C@@H]2CC=1C=CC(=NC1CC2)N2C[C@]1(CCOC1)[C@H](C2)N